(2-((2-chloro-5-(trifluoromethyl)pyrimidin-4-yl)amino)phenyl)diethyloxyPhosphine ClC1=NC=C(C(=N1)NC1=C(C=CC=C1)P(OCC)OCC)C(F)(F)F